tert-Butyl 1-bromo-6-methyl-2-(1-methyl-1H-pyrazol-4-yl)-7-oxo-3-(phenylsulfonyl)-6,7-dihydro-3H-spiro[dipyrrolo[2,3-b:3',2'-d]pyridine-8,4'-piperidine]-1'-carboxylate BrC1=C(N(C2=NC=C3C(=C21)C2(CCN(CC2)C(=O)OC(C)(C)C)C(N3C)=O)S(=O)(=O)C3=CC=CC=C3)C=3C=NN(C3)C